ClCC=1C(=NC=CC1COC)C 3-(Chloromethyl)-4-(methoxymethyl)-2-methylpyridine